OC(C(=O)N(C)C)C 2-hydroxy-N,N-dimethylpropionamide